5-(Ethylsulfanyl)-6-[3-methyl-6-(trifluoromethyl)-3H-imidazo[4,5-b]pyridin-2-yl]pyridine-2-carboxylic acid methyl ester COC(=O)C1=NC(=C(C=C1)SCC)C1=NC=2C(=NC=C(C2)C(F)(F)F)N1C